(R)-4-cyclopropyl-1,3,2-dioxathiolane 2,2-dioxide C1(CC1)[C@H]1OS(OC1)(=O)=O